NC1=CC(=CC(=N1)N1C[C@@H](CCC1)O)C (R)-1-(6-Amino-4-methylpyridin-2-yl)piperidin-3-ol